C(C)(C)(C)OC(=O)NCCCC[C@H](NC(CCCCCCC\C=C/CCCCCCCC)=O)C(=O)O N6-(tert-Butoxycarbonyl)-N2-oleoyl-L-lysine